Cl.N[C@@H](C)[C@@H]1N(CCC1)C(=O)OCC1=CC=CC=C1 (R)-benzyl 2-((S)-1-aminoethyl)pyrrolidine-1-carboxylate hydrochloride